NC1(CCC1)COCC1=CC(=C2CN(C(C2=C1)=O)C1=NC(=CC(=C1)C1=C(C=C(C#N)C=C1)C1=NN=CN1C)NCC)C(F)(F)F 4-[2-(6-{[(1-aminocyclobutyl)methoxy]methyl}-1-oxo-4-(trifluoromethyl)-3H-isoindol-2-yl)-6-(ethylamino)pyridin-4-yl]-3-(4-methyl-1,2,4-triazol-3-yl)benzonitrile